4,5-diaminobenzene-1,2-diol NC=1C=C(C(=CC1N)O)O